(1R)-3-(5,7-dichloro-8-fluoro-2-(methylthio)pyrido[4,3-d]pyrimidin-4-yl)cyclohexan-1-ol ClC1=NC(=C(C=2N=C(N=C(C21)C2C[C@@H](CCC2)O)SC)F)Cl